FC(C1=NN=C(O1)C=1C=NCN(C1)C1(CCC1)C1=CC=C(C=C1)N1CCOCC1)F 5-(5-(difluoromethyl)-1,3,4-oxadiazol-2-yl)-N-(1-(4-morpholinophenyl)cyclobutyl)pyrimidin